methylLuteolin CC1=C(OC=2C=C(C=C(C2C1=O)O)O)C1=CC(O)=C(O)C=C1